(3-azabicyclo[5.1.0]oct-7-yl)-5-(piperidin-1-ylmethyl)-5,6-dihydro-1,4,2-dioxazine C12CNCCCC2(C1)C1=NOCC(O1)CN1CCCCC1